N-(8-fluoro-2-methylimidazo[1,2-a]pyridin-6-yl)-4-(3,3,4-trimethylpiperazin-1-yl)-2,3-dihydro-1H-pyrrolo[2,3-b]pyridine-1-carboxamide 2,2,2-trifluoroacetate FC(C(=O)O)(F)F.FC=1C=2N(C=C(C1)NC(=O)N1CCC=3C1=NC=CC3N3CC(N(CC3)C)(C)C)C=C(N2)C